1-(6-(methoxymethyl)pyridin-3-yl)-N-methyl-methylamine COCC1=CC=C(C=N1)CNC